tertbutyl 3-((2-(imidazo[1,2-a]pyridin-3-yl)propan-2-yl)carbamoyl)azetidine-1-carboxylate N=1C=C(N2C1C=CC=C2)C(C)(C)NC(=O)C2CN(C2)C(=O)OC(C)(C)C